N1(C=NC=C1)C(=O)N1CCC(CC1)=C(C#N)C1=C2C=NNC2=CC=C1 2-(1-(1H-imidazole-1-carbonyl)piperidin-4-ylidene)-2-(1H-indazol-4-yl)acetonitrile